N-[(4,4-Difluorocyclohexyl)thiocarbamoyl]carbamic acid tert-butyl ester C(C)(C)(C)OC(NC(NC1CCC(CC1)(F)F)=S)=O